FC1=C(OC2CCN(CC2)C=2N=C3C(=NC2C2C(C2)COC)CN(CC3)C(C)=O)C=CC(=C1)F (2-(4-(2,4-difluorophenoxy)piperidin-1-yl)-3-(2-(methoxymethyl)cyclopropyl)-7,8-dihydropyrido[3,4-b]pyrazin-6(5H)-yl)ethan-1-one